4,5-difluoro-2-methoxy-N-(2-methyl-4-(4,4,5,5-tetramethyl-1,3,2-dioxaborolan-2-yl)benzyl)benzamide FC1=CC(=C(C(=O)NCC2=C(C=C(C=C2)B2OC(C(O2)(C)C)(C)C)C)C=C1F)OC